2-fluoro-3-(4,4,5,5-tetramethyl-1,3,2-dioxaborolan-2-yl)-5-(trifluoromethyl)phenol FC1=C(C=C(C=C1B1OC(C(O1)(C)C)(C)C)C(F)(F)F)O